C2-propynyl-4'-thioadenosine C(#CC)C=1N=C(C=2N=CN([C@H]3[C@H](O)[C@H](O)[C@@H](CO)S3)C2N1)N